C(C1=CC=CC=C1)N=C=NCCCN(C=1C2=C(N=C(N1)OC[C@H]1N(CCC1)C)CN(CC2)C2=CC=CC1=CC=CC(=C21)C)C N-(3-(((benzylimino)methylene)amino)propyl)-N-methyl-7-(8-methylnaphthalen-1-yl)-2-(((S)-1-methylpyrrolidin-2-yl)methoxy)-5,6,7,8-tetrahydropyrido[3,4-d]pyrimidin-4-amine